5-(((tert-butyldimethylsilyl)oxy)methyl)-3-chloropyridazine [Si](C)(C)(C(C)(C)C)OCC=1C=C(N=NC1)Cl